FC(S(=O)(=O)N1C[C@@H]([C@H](C1)O)NC(CC=1N=CC2=CC=C(C=C2C1)C1=NC(=CC=C1)N1C[C@@H](O[C@@H](C1)C)C)=O)F N-((3S,4S)-1-((difluoromethyl)sulfonyl)-4-hydroxypyrrolidin-3-yl)-2-(6-(6-((cis)-2,6-dimethylmorpholino)pyridin-2-yl)isoquinolin-3-yl)acetamide